ClC1=CC=C(C=C1)CN1C(=NC=C1)C=1C=C(C=C(C1)F)C=1OC(=NN1)C(F)F 2-(3-{1-[(4-chlorophenyl)methyl]-1H-imidazol-2-yl}-5-fluorophenyl)-5-(difluoromethyl)-1,3,4-oxadiazole